COC(=O)C=1N(N=C2C=C(C=CC12)C=1C=NN(C1)C)CC(C)C 2-isobutyl-6-(1-methyl-1H-pyrazol-4-yl)-2H-indazole-3-carboxylic acid methyl ester